(R)-1-(4-chloro-2-fluorophenyl)-3-(oxetan-3-yl)-4-(4-(trifluoromethyl)benzyl)piperazine-2,5-dione ClC1=CC(=C(C=C1)N1C([C@H](N(C(C1)=O)CC1=CC=C(C=C1)C(F)(F)F)C1COC1)=O)F